8-(6-(2-(4-fluorophenylsulphonamido)ethoxy)-4-methylbenzo[d]thiazol-2-yl)-N-(2-methoxyethyl)-3-(methoxymethyl)quinoxaline-6-carboxamide FC1=CC=C(C=C1)S(=O)(=O)NCCOC1=CC2=C(N=C(S2)C=2C=C(C=C3N=C(C=NC23)COC)C(=O)NCCOC)C(=C1)C